O=C1NC(CCC1N1C(C2=CC=CC=C2C1=O)=O)=O 2-(2,6-dioxopiperidin-3-yl)-1,3-dioxoisoindole